C(C)(=O)C=1C(=NC=CC1)C(=O)O 3-ACETYL-2-PYRIDINECARBOXYLIC ACID